(Z)-2-(4-Bromophenyl)-N'-((6-((1-(cyclopropylsulfonyl)cyclopropyl)methyl)-1-methyl-7-oxo-4,5,6,7-tetrahydro-1H-pyrazolo[3,4-c]pyridine-3-carbonyl)oxy)acetimidamide BrC1=CC=C(C=C1)C/C(/N)=N/OC(=O)C1=NN(C=2C(N(CCC21)CC2(CC2)S(=O)(=O)C2CC2)=O)C